3-ethoxy-3-methylbutan-2-ol C(C)OC(C(C)O)(C)C